O=C1N(CCC1)CCCNC(C1=CC=C(C=C1)C1=NC=C2N1C=C(N=C2)C=2C=NC=CC2)=O N-(3-(2-oxopyrrolidin-1-yl)propyl)-4-(6-(pyridin-3-yl)imidazo[1,5-a]pyrazin-3-yl)benzamide